3-Amino-1-((3R,4S) or (3S,4R)-4-cyano-tetrahydro-2H-pyran-3-yl)-1H-pyrazole-4-carboxamide NC1=NN(C=C1C(=O)N)[C@H]1COCC[C@@H]1C#N |o1:9,14|